N1C=C(C2=CC=CC=C12)CCNC1=CC=C(C=C1)NC1=CC=NC=C1 N1-(2-(1H-indol-3-yl)ethyl)-N4-(pyridine-4-yl)benzene-1,4-diamine